C(C)(C)(C)OC(N[C@@H](CN1C(C=2C=C3C(=CC2CC1)N(C(=N3)C=3N(C1=CC=CC=C1C3)CC(C)(C)O)C)=O)C)=O (R)-(1-(2-(1-(2-hydroxy-2-methylpropyl)-1H-indol-2-yl)-1-methyl-5-oxo-1,5,7,8-tetrahydro-6H-imidazo[4,5-g]isoquinolin-6-yl)propan-2-yl)carbamic acid tert-butyl ester